[Cl-].C(CCC)[N+]1(CCCC1)CC 1-butyl-1-ethyl-pyrrolidinium chloride